C[Si](N1CCOCC1)(C)C[Li] ((dimethyl-(morpholino)silyl)methyl)lithium